Oxadiazintrion O1N=NC(C(C1=O)=O)=O